3-(7-chloroimidazo[1,2-a]pyridin-2-yl)-7-(piperazin-1-yl)-2H-chromen-2-one ClC1=CC=2N(C=C1)C=C(N2)C=2C(OC1=CC(=CC=C1C2)N2CCNCC2)=O